tert-butyl (S)-29-azido-18-(4-(5-azidopentanamido)butyl)-17,20,25-trioxo-4,7,10,13-tetraoxa-16,19,24-triazanonacosanoate N(=[N+]=[N-])CCCCC(NCCCC(N[C@H](C(NCCOCCOCCOCCOCCC(=O)OC(C)(C)C)=O)CCCCNC(CCCCN=[N+]=[N-])=O)=O)=O